C(C)(C)(C)OC(CC[C@@H](C(N)=O)N1C(C2=CC=C(C(=C2C1)Cl)N1[C@@H](CN(CC1)C(=O)OC(C)(C)C)C)=O)=O tert-butyl (3R)-4-{2-[(1S)-4-(tert-butoxy)-1-carbamoyl-4-oxobutyl]-4-chloro-1-oxo-3H-isoindol-5-yl}-3-methylpiperazine-1-carboxylate